5-fluoro-2-((5-(4-methylpiperazin-1-yl)-2-(2,2,2-trifluoroethoxy)phenyl)amino)pyrimidine FC=1C=NC(=NC1)NC1=C(C=CC(=C1)N1CCN(CC1)C)OCC(F)(F)F